C1(CCCCC1)[N+](C1CCCCC1)(\C=C\COC(NC1=C(C=CC=C1)[N+](=O)[O-])=O)[O-] (E)-N-cyclohexyl-N-(3-(((2-nitrophenyl)carbamoyl)oxy)prop-1-en-1-yl)cyclohexanamine oxide